ClC=1C=2N(C=C(C1)S(=O)(=O)N(COCC[Si](C)(C)C)C1(COC1)C(F)F)C(=NC2)C=2SC(=NN2)C(F)F 8-chloro-3-(5-(difluoromethyl)-1,3,4-thiadiazol-2-yl)-N-(3-(difluoromethyl)oxetan-3-yl)-N-((2-(trimethylsilyl)ethoxy)methyl)imidazo[1,5-a]pyridine-6-sulfonamide